2-bromo-1-(3-fluoro-4-(methylthio)phenyl)ethanone tert-butyl-5-amino-4-(4-((2-(4-(tert-butyl)phenyl)-N-methyl-2-oxoacetamido)methyl)-1-oxoisoindolin-2-yl)-5-oxopentanoate C(C)(C)(C)OC(CCC(C(=O)N)N1C(C2=CC=CC(=C2C1)CN(C(C(=O)C1=CC=C(C=C1)C(C)(C)C)=O)C)=O)=O.BrCC(=O)C1=CC(=C(C=C1)SC)F